7-[[3-(3-fluoro-4-methoxy-phenyl)imidazo[1,2-a]pyrazin-8-yl]amino]-1,3,4,5-tetrahydro-1-benzazepin-2-one hydrochloride Cl.FC=1C=C(C=CC1OC)C1=CN=C2N1C=CN=C2NC=2C=CC1=C(CCCC(N1)=O)C2